CC=1C(=C2C=NNC2=CC1)C1=C(C(=NC2=CC=CC=C12)N1CC2(CNC2)CC1)C=C 4-(5-methyl-1H-indazol-4-yl)-2-(2,6-diazaspiro[3.4]octan-6-yl)-3-vinylquinoline